4-nitrophenyl N-[2-fluoro-5-(trifluoromethoxy)phenyl]carbamate FC1=C(C=C(C=C1)OC(F)(F)F)NC(OC1=CC=C(C=C1)[N+](=O)[O-])=O